N,N-dimethyl-N'-[4-(5-trifluoromethyl-1H-benzimidazol-2-yl)-phenyl]-ethane-1,2-diamine CN(CCNC1=CC=C(C=C1)C1=NC2=C(N1)C=CC(=C2)C(F)(F)F)C